1-hexylnonyl 8-[(6-oxo-6-undecoxy-hexyl)-(2-piperazin-1-ylethyl)amino]octanoate O=C(CCCCCN(CCCCCCCC(=O)OC(CCCCCCCC)CCCCCC)CCN1CCNCC1)OCCCCCCCCCCC